hydroxy-2-(4-hydroxyphenyl)-4-oxo-chroman-7-yl-(t-butoxycarbonyl)phenylalanine O[C@](N(C(=O)OC(C)(C)C)C1=CC=C2C(CC(OC2=C1)C1=CC=C(C=C1)O)=O)(CC1=CC=CC=C1)C(=O)O